FC=1C(=NC(=NC1)N[C@H]1CNCCC1)C1=CN=C2N1N=C(C(=C2)OC)C(C)(C)O (R)-2-(3-(5-fluoro-2-(piperidin-3-ylamino)pyrimidin-4-yl)-7-methoxyimidazo[1,2-b]pyridazin-6-yl)propan-2-ol